C(C)(C)N1CCC(CC1)COC1=C(C=C2C(=NC=NC2=C1)C1=CC=C(C=C1)NC(CC=1C=NC(=CC1)OC)=O)OC N-(4-(7-((1-isopropylpiperidin-4-yl)methoxy)-6-methoxyquinazolin-4-yl)phenyl)-2-(6-methoxypyridin-3-yl)acetamide